N-(methoxymethyl)-N-{4-(trifluoromethyl)phenyl}-3-(ethylthio)-6-(trifluoromethyl)imidazo[1,2-a]pyridine-2-carboxamide COCN(C(=O)C=1N=C2N(C=C(C=C2)C(F)(F)F)C1SCC)C1=CC=C(C=C1)C(F)(F)F